NC=1C(=NC(=C(N1)C1=CC=C(C=C1)F)C1=CC(=NC(=C1)C)C)C(=O)NCC1=C(C=CC=C1)C(F)F 3-amino-N-(2-(difluoromethyl)benzyl)-6-(2,6-dimethylpyridin-4-yl)-5-(4-fluorophenyl)pyrazine-2-carboxamide